(Z)-8-((tert-Butoxycarbonyl)amino)cyclooct-4-ene-1-carboxylic acid C(C)(C)(C)OC(=O)NC1CC\C=C/CCC1C(=O)O